(E)-3-ethynyl-4-[2-(4-pyridinyl)vinyl]pyridine C(#C)C=1C=NC=CC1\C=C\C1=CC=NC=C1